potassium pentahydroxy-phenylpropionate OC1=C(C(=C(C(=C1C(C(=O)[O-])C)O)O)O)O.[K+]